(S)-2-((N-cyclopropylsulfamoyl)amino)-N-(1-(8-ethynyl-1-oxo-2-phenyl-1,2,4,5-tetrahydrocyclopenta[de]isoquinolin-3-yl)ethyl)pyrazolo[1,5-a]pyrimidine-3-carboxamide C1(CC1)NS(=O)(=O)NC1=NN2C(N=CC=C2)=C1C(=O)N[C@@H](C)C=1N(C(C=2C(=CC=C3C2C1CC3)C#C)=O)C3=CC=CC=C3